C(C1=CC=CC=C1)OC1C(N([C@@H](C1)C)C(=O)OCC1=CC=CC=C1)C(=O)OC 1-benzyl 2-methyl (5R)-3-(benzyloxy)-5-methylpyrrolidine-1,2-dicarboxylate